ClC=1C=CC(=C(C1)[C@H]1C[C@H](C1)NC(=O)C1=NOC(=C1)[C@](C)(O)C=1C=NC(=C(C1)C)Cl)C#N N-((cis)-3-(5-chloro-2-cyanophenyl)cyclobutyl)-5-((R)-1-(6-chloro-5-methylpyridin-3-yl)-1-hydroxyethyl)isoxazole-3-carboxamide